C(CCC)C=1OC=C(C1)C(C)(C)O 2-n-butyl-4-(α-hydroxyisopropyl)furan